CN1[C@@H](CCC1)CO (S)-(1-Methylpyrrolidin-2-yl)methanol